N-(2,5-dimethylphenyl)-6,6-dimethyl-3-[1-(trimethylsilyl)cyclobutanecarboxamido]-4,6-dihydropyrrolo[3,4-c]pyrazole-5(1H)-carboxamide CC1=C(C=C(C=C1)C)NC(=O)N1C(C=2NN=C(C2C1)NC(=O)C1(CCC1)[Si](C)(C)C)(C)C